6-(3-ethylphenyl)-5,7-dimethyl-2-(pyridin-2-yl)-2,6-dihydro-1H-pyrrolo[3,4-d]pyridazin-1-one C(C)C=1C=C(C=CC1)N1C(=C2C(N(N=CC2=C1C)C1=NC=CC=C1)=O)C